2-(4-cyclopentyl-2,3-dioxopiperazin-1-yl)acetic acid C1(CCCC1)N1C(C(N(CC1)CC(=O)O)=O)=O